N-((R)-(2-((S)-1-amino-4,4,4-trifluoro-3,3-dimethylbutyl)-1H-benzo[d]imidazol-6-yl)(cyclopropyl)methyl)-2-(3,3-difluorocyclobutyl)acetamide N[C@@H](CC(C(F)(F)F)(C)C)C1=NC2=C(N1)C=C(C=C2)[C@H](NC(CC2CC(C2)(F)F)=O)C2CC2